C(C)(C)(C)OC(N[C@@H]1C(N(C2=C(OC1)C=CC(=C2)OCCCC(C)C)C)=O)=O (S)-(5-methyl-7-((4-methylpentyl)oxy)-4-oxo-2,3,4,5-tetrahydrobenzo[b][1,4]oxazepin-3-yl)carbamic acid tert-butyl ester